N-[(1R)-3-hydroxy-1-methyl-propyl]-5-[4-(trifluoromethyl)phenyl]naphthalene-2-carboxamide OCC[C@@H](C)NC(=O)C1=CC2=CC=CC(=C2C=C1)C1=CC=C(C=C1)C(F)(F)F